2-methyl-4-(2,6,6-trimethyl-1-cyclohexen-1-yl)-butenal CC(C=O)=CCC1=C(CCCC1(C)C)C